OC(CC(=O)OC)(CC(=O)OC)C(=O)OC trimethyl 2-hydroxypropane-1,2,3-tricarboxylate